C1(=CC=CC=C1)S(=O)(=O)C1=CC=C(C=C1)NC(=O)NCC1=CN=CO1 1-(4-Benzenesulfonyl-phenyl)-3-oxazol-5-ylmethyl-urea